ClC(CCC1=CC(=CC=C1)C)C[N+](=O)[O-] 1-(3-chloro-nitrobutyl)-3-methylbenzene